2,2'-azino-bis(3-ethylbenzoazoline-6-sulfonic acid) N(N=C1NC2=C(C1CC)C=CC(=C2)S(=O)(=O)O)=C2NC1=C(C2CC)C=CC(=C1)S(=O)(=O)O